3-Amino-4-(7-fluoro-1H-indazol-4-yl)-7-methyl-6-vinyl-1,5-naphthyridin-2(1H)-one NC=1C(NC2=CC(=C(N=C2C1C1=C2C=NNC2=C(C=C1)F)C=C)C)=O